C1(C=CCCC1)(C(=O)O)C(=O)O.C(O)C(CC)(CO)CO trimethylolpropane cyclohexenedicarboxylate